(S)-2-amino-5-(4-(2-(3,5-difluorophenyl)-2-hydroxyacetamido)-2-(trifluoromethoxy)phenyl)-N-isopropylnicotinamide NC1=C(C(=O)NC(C)C)C=C(C=N1)C1=C(C=C(C=C1)NC([C@@H](O)C1=CC(=CC(=C1)F)F)=O)OC(F)(F)F